N-(2,2-difluoroethyl)-6-fluoro-N-(3-((1-(difluoromethyl)cyclopropyl)ethynyl)phenyl)-[1,2,4]triazolo[4,3-a]quinazolin-5-amine FC(CN(C1=NC=2N(C3=CC=CC(=C13)F)C=NN2)C2=CC(=CC=C2)C#CC2(CC2)C(F)F)F